C(CCCCCCC)[Si](Cl)(Cl)Cl 1-octyl-trichlorosilane